C(C)OC1=NC=C(C(=C1)C1=NN(C=2C[C@@H](CCC12)C(=O)NC1(CCS(CC1)(=O)=O)C)[C@@H](C)C(C)(C)O)F (R)-3-(2-ethoxy-5-fluoropyridin-4-yl)-1-((S)-3-hydroxy-3-methylbutan-2-yl)-N-(4-methyl-1,1-dioxidotetrahydro-2H-thiopyran-4-yl)-4,5,6,7-tetrahydro-1H-indazole-6-carboxamide